O1COC2=C1C=CC(=C2)N2C(NN=C2C=2C=NC(=CC2)N2CCOCC2)=S 4-(Benzo[d][1,3]dioxol-5-yl)-5-(6-morpholinopyridin-3-yl)-2,4-dihydro-3H-1,2,4-triazole-3-thione